FC(C=1C=C(C=CC1OC1=CC=NC2=CC=C(C=C12)S(=O)(=O)C)CC(=O)OC)F methyl 2-(3-(difluoromethyl)-4-((6-(methylsulfonyl)quinolin-4-yl)oxy)phenyl)acetate